C(#N)C1=CC(=C(C=C1)COC1=CC=CC(=N1)C1=CC(=C(C=C1)CC=1N(C2=C(N1)C=CC(=C2)C(=O)O)C[C@@H]2N(CC2)S(=O)(=O)C)F)F 2-[[4-[6-[(4-cyano-2-fluoro-phenyl)methoxy]-2-pyridyl]-2-fluoro-phenyl]methyl]-3-[[(2R)-1-methylsulfonylazetidin-2-yl]methyl]benzimidazole-5-carboxylic acid